ethyl 4-[4-(5-cyclobutoxymethyl-thiophen-3-yl)-2,6-difluoro-phenoxy]-butyrate C1(CCC1)OCC1=CC(=CS1)C1=CC(=C(OCCCC(=O)OCC)C(=C1)F)F